CC([C@@H](C(=O)N1[C@@H](C[C@H](C1)O)C(=O)NC)N1N=NC(=C1)C1=C2CCCCC2=CC=C1)(C)C (2S,4R)-1-[(2S)-3,3-dimethyl-2-(4-tetralin-5-yltriazol-1-yl)butanoyl]-4-hydroxy-N-methyl-pyrrolidine-2-carboxamide